C(C)(C)(C)N(C(O)=O)CCOC1=CC(=NC=C1)F.C(C)C1=CN=CO1 5-ethyl-oxazole tert-Butyl-(2-((2-fluoropyridin-4-yl)oxy)ethyl)carbamate